2-[1-(2,2-difluoroethyl)-1H-pyrazolo[3,4-b]pyrazin-6-yl]-7-[2-(trifluoromethyl)pyridin-3-yl]-2,7-diazaspiro[3.5]nonane FC(CN1N=CC=2C1=NC(=CN2)N2CC1(C2)CCN(CC1)C=1C(=NC=CC1)C(F)(F)F)F